C(C1=CC=CC=C1)C1(CCN(CC1)C1=CN=NC(=C1)C1=C(C=CC=C1)O)C(=O)OCC ethyl 4-benzyl-1-(6-(2-hydroxyphenyl)pyridazin-4-yl)piperidine-4-carboxylate